(S)-3-butyl-1-(3-fluorobicyclo[1.1.1]pentan-1-yl)-6-methoxy-3,4-dihydroisoquinoline C(CCC)[C@@H]1N=C(C2=CC=C(C=C2C1)OC)C12CC(C1)(C2)F